2-(3-oxo-3,4-dihydroquinoxalin-6-yl)acetic acid methyl ester COC(CC=1C=C2NC(C=NC2=CC1)=O)=O